6-amino-2-[6-amino-7-hydroxy-1-(propan-2-yl)-2-azaspiro[3.4]octan-2-yl]-5-(2,3-dichlorophenyl)-pyrimidine-4-carboxamide NC1=C(C(=NC(=N1)N1C(C2(C1)CC(C(C2)O)N)C(C)C)C(=O)N)C2=C(C(=CC=C2)Cl)Cl